methyl 2-ethyl-4-((3-iodoimidazo[1,2-a]pyrazin-8-yl)amino)benzoate C(C)C1=C(C(=O)OC)C=CC(=C1)NC=1C=2N(C=CN1)C(=CN2)I